tert-butyl (2R,4S)-2-(cyanomethyl)-4-({6-[(1S)-1-[(2S,4R)-4-fluoro-1-methylpyrrolidin-2-yl]ethoxy]-2-(N'-hydroxycarbamimidoyl)pyrimidin-4-yl}oxy)piperidine-1-carboxylate C(#N)C[C@H]1N(CC[C@@H](C1)OC1=NC(=NC(=C1)O[C@@H](C)[C@H]1N(C[C@@H](C1)F)C)C(N)=NO)C(=O)OC(C)(C)C